4-[8-amino-3-[(2S)-pyrrol-2-yl]imidazo[1,5-a]pyrazin-1-yl]-N-(2-pyridinyl)benzamide NC=1C=2N(C=CN1)C(=NC2C2=CC=C(C(=O)NC1=NC=CC=C1)C=C2)C=2NC=CC2